O=C1NC(CCC1NC(=O)C=1C=CC=C2C(=NNC12)C=1SC=CC1)=O N-(2,6-dioxopiperidin-3-yl)-3-(thiophen-2-yl)-1H-indazole-7-carboxamide